CC1=NNC(=C1C1=CC=C(NC([C@H](C2CC23CCC3)NC(=O)C=3N(N=CC3)C)=O)C=C1)C N-[(1S)-2-[4-(3,5-dimethyl-1H-pyrazol-4-yl)anilino]-2-oxo-1-spiro[2.3]hexan-2-yl-ethyl]-2-methyl-pyrazole-3-carboxamide